C[C@H]1OCCCN(C1)C1=NC=C(C=C1C(=O)NC1=CC(=NC=C1)S(N)(=O)=O)C(F)(F)F 2-[(2R)-2-methyl-1,4-oxazepan-4-yl]-N-(2-sulfamoyl-4-pyridyl)-5-(trifluoromethyl)pyridine-3-carboxamide